2-Methyl (2S,4R)-1-((S)-2-((tert-butoxycarbonyl)amino)-3,3-dimethylbutanoyl)-4-hydroxypyrrolidine-2-carboxylate C(C)(C)(C)OC(=O)N[C@H](C(=O)N1[C@@H](C[C@H](C1)O)C(=O)OC)C(C)(C)C